[Mg].N1C(C(CCC1=O)NC([C@H](C(C)(C)C)NC(CCCCCCCC)=O)=O)=O N-((2S)-1-((2,6-piperidinedione-3-yl)amino)-3,3-dimethyl-1-oxobutan-2-yl)nonanamide magnesium